CC1(CC=CC(=C1)C)O 1,5-dimethylphenol